C(C1=CC=CC=C1)OCC1=NN(C(N1CC)=O)C=1C=C2C(=CN(C(C2=CC1)=O)C1=C(C=CC=C1F)Cl)C1CC1 6-(3-((benzyloxy)methyl)-4-ethyl-5-oxo-4,5-dihydro-1H-1,2,4-triazol-1-yl)-2-(2-chloro-6-fluorophenyl)-4-cyclopropylisoquinolin-1(2H)-one